2-(9-ethyl-6-morpholino-2-(4-phenyl-1H-pyrazol-1-yl)-9H-purin-8-yl)-2-methoxyethan C(C)N1C2=NC(=NC(=C2N=C1C(C)OC)N1CCOCC1)N1N=CC(=C1)C1=CC=CC=C1